CN1N=CC(=C1)C#CC1=CC=C(S1)COC1=CC=CC(=N1)C1CCN(CC1)CC=1N(C2=C(N1)C=CC(=C2)C(=O)O)C[C@H]2OCC2 2-[[4-[6-[[5-[2-(1-methylpyrazol-4-yl)ethynyl]-2-thienyl]methoxy]-2-pyridyl]-1-piperidyl]methyl]-3-[[(2S)-oxetan-2-yl]methyl]benzimidazole-5-carboxylic acid